N1C(=CC2=CC=CC=C12)P(Cl)C=1NC2=CC=CC=C2C1 bis[indolyl]chlorophosphine